2-[2-(aminomethyl)-3,3-difluoro-allyl]-4-[[4-[3-(1-ethylpyrazol-4-yl)phenyl]-2-thienyl]methyl]-1,2,4-triazol-3-one NCC(CN1N=CN(C1=O)CC=1SC=C(C1)C1=CC(=CC=C1)C=1C=NN(C1)CC)=C(F)F